N1-methyl-N3-(6-methyl-2-(trifluoromethyl)thieno[2,3-d]pyrimidin-4-yl)-N1-phenylpropane-1,3-diamine CN(CCCNC=1C2=C(N=C(N1)C(F)(F)F)SC(=C2)C)C2=CC=CC=C2